methyl 4-(difluoromethyl)-1-ethyl-1H-imidazole-5-carboxylate FC(C=1N=CN(C1C(=O)OC)CC)F